(Z)-7-((2R,3R,4S,5R)-3,4-dihydroxy-5-(((2-(methoxyamino)quinolin-7-yl)oxy)methyl)-4-methyltetrahydrofuran-2-yl)-3,7-dihydro-4H-pyrrolo[2,3-d]pyrimidin-4-one O-methyl oxime CO\N=C/1\C2=C(N=CN1)N(C=C2)[C@@H]2O[C@@H]([C@@]([C@H]2O)(C)O)COC2=CC=C1C=CC(=NC1=C2)NOC